4-iodo-1-(3-methoxy-1-phenylpropyl)-1H-pyrazole IC=1C=NN(C1)C(CCOC)C1=CC=CC=C1